BrC1=CC(=C(C=C1F)C(\C=C(\C)/NC1CCCC1)=O)F (Z)-1-(4-bromo-2,5-difluorophenyl)-3-(cyclopentylamino)but-2-en-1-one